2-(3-thienyl)-pyrimidine S1C=C(C=C1)C1=NC=CC=N1